tetrahydropyrrolo[1,2-a]pyrimidine-6-carboxamide N1C=2N(CCC1)C(=CC2)C(=O)N